4-[(5-cyclopropyl-2-pyridyl)amino]-2-[2-fluoro-5-methoxy-4-(piperidine-1-carbonyl)phenyl]-6H-1,6-naphthyridin-5-one C1(CC1)C=1C=CC(=NC1)NC1=CC(=NC=2C=CNC(C12)=O)C1=C(C=C(C(=C1)OC)C(=O)N1CCCCC1)F